COC(C(CCCC)C=C)=O 2-vinylhexanoic acid methyl ester